COCCC(=O)OCOC1=C2N(N=CC1=O)[C@H]([C@@H]1N(C2=O)CCC1)[C@H](C1=CC(=CC=C1)F)C1=C(C(=CC=C1)F)F (((9aR,10S)-10-((R)-(2,3-difluorophenyl)(3-fluorophenyl)methyl)-3,5-dioxo-3,5,8,9,9a,10-hexahydro-7H-pyrrolo[1',2':4,5]pyrazino[1,2-b]pyridazin-4-yl)oxy)methyl 3-methoxypropanoate